FC1=C(C(=CC(=C1)C1=CC=C(C2=C1CC(O2)(C)C)OC)F)C(CCCC(=O)O)C 5-[2,6-difluoro-4-(7-methoxy-2,2-dimethyl-2,3-dihydro-benzofuran-4-yl)-phenyl]-hexanoic acid